[N+](=O)([O-])C=1C=2N(C(=CC1)C(F)(F)F)N=CN2 8-nitro-5-(trifluoromethyl)-[1,2,4]triazolo[1,5-a]pyridine